N-[3-(difluoromethyl)-1-[4-(hydroxymethyl)cyclohexyl]pyrazol-4-yl]pyrazolo[1,5-a]pyrimidine-3-carboxamide FC(C1=NN(C=C1NC(=O)C=1C=NN2C1N=CC=C2)C2CCC(CC2)CO)F